CC1=C(C=CC(=C1)C)C1CC=2C=NN(C(C2CC1)=O)C1=NC=C(C=C1)O 6-(2,4-Dimethylphenyl)-2-(5-hydroxypyridin-2-yl)-5,6,7,8-tetrahydrophthalazin-1(2H)-one